3-{[2-(4-Chlorophenyl)imidazo[1,2-a]pyridin-3-yl]methyl}-N-[2-chloro-5-(trifluoromethyl)phenyl]-3,8-diazabicyclo[3.2.1]octan-8-carboxamid ClC1=CC=C(C=C1)C=1N=C2N(C=CC=C2)C1CN1CC2CCC(C1)N2C(=O)NC2=C(C=CC(=C2)C(F)(F)F)Cl